2-chloro-4-fluoro-5-nitrobenzenesulfonyl chloride ClC1=C(C=C(C(=C1)F)[N+](=O)[O-])S(=O)(=O)Cl